(E)-(4-amino-6-((2-(3-(tert-butoxy)-3-oxoprop-1-en-1-yl)-1H-indol-5-yl)oxy)-1,3,5-triazin-2-yl)(4-sulfamoylphenyl)amide NC1=NC(=NC(=N1)OC=1C=C2C=C(NC2=CC1)\C=C\C(=O)OC(C)(C)C)[N-]C1=CC=C(C=C1)S(N)(=O)=O